FC(C(=O)O)(F)F.FC(C1=CC=CC(=N1)NC(=O)C=1N=C(C=2N(C1)C=C(N2)C2CCOCC2)OCC)F N-[6-(difluoromethyl)-2-pyridyl]-8-ethoxy-2-tetrahydropyran-4-ylimidazo[1,2-a]pyrazine-6-carboxamide trifluoroacetate